FC(C1CNC(C2=CC=CC=C12)=O)(F)F 4-(trifluoromethyl)-3,4-dihydroisoquinolinone